ClC1=NC(=CC(=C1C=O)C)C 2-CHLORO-4,6-DIMETHYLPYRIDINE-3-CARBOXALDEHYDE